hydroxypropyl disulfide bis(2-mercaptoacetate) SCC(=O)O.SCC(=O)O.OCCCSSCCCO